ClC=1C=C(C=NC1)C(C(=O)C1=CC=C(C=N1)NC(OC(C)(C)C)=O)(C)C Tert-butyl (6-(2-(5-chloropyridin-3-yl)-2-methylpropanoyl)pyridin-3-yl)carbamate